1-(isobutyryloxy)ethyl 4-(5-((1-(2-methoxyethyl)-3-(pyridin-2-yl)-1H-pyrazol-4-yl)carbamoyl)furan-2-yl)-1H-pyrazole-1-carboxylate COCCN1N=C(C(=C1)NC(=O)C1=CC=C(O1)C=1C=NN(C1)C(=O)OC(C)OC(C(C)C)=O)C1=NC=CC=C1